2-amino-5-iodo-7-(tetrahydro-2H-pyran-4-yl)imidazo[5,1-f][1,2,4]triazin-4(3H)-one NC1=NN2C(C(N1)=O)=C(N=C2C2CCOCC2)I